C(C(=O)C)N1C(=CC(=C1)[N+](=O)[O-])C(=O)OC methyl 1-acetonyl-4-nitro-pyrrole-2-carboxylate